(S)-3-(5-chloro-2-methylphenyl)-N-methyl-3-(4-methylpiperazin-1-yl)propan-1-amine ClC=1C=CC(=C(C1)[C@H](CCNC)N1CCN(CC1)C)C